N-(2,4-difluoro-3-(5-m-tolyl-1H-pyrazolo[3,4-b]pyridine-3-carbonyl)phenyl)propane-1-sulfonamide FC1=C(C=CC(=C1C(=O)C1=NNC2=NC=C(C=C21)C=2C=C(C=CC2)C)F)NS(=O)(=O)CCC